ON=C(N)C1=CC=C(C=C1)N1C=NC(=C1)CC(=O)OCC ethyl 2-(1-(4-(N'-hydroxycarbamimidoyl)phenyl)-1H-imidazol-4-yl)acetate